NC=1C=2N(C3=CC(=CC=C3N1)C(=O)N(C)[C@@H]1COC3=C1C=CC(=C3)C(N)=O)C=NC2 (S)-4-amino-N-(6-carbamoyl-2,3-dihydrobenzofuran-3-yl)-N-methylimidazo[1,5-a]quinoxaline-8-carboxamide